2,6-dinitrobenzylsulfonate [N+](=O)([O-])C1=C(CS(=O)(=O)[O-])C(=CC=C1)[N+](=O)[O-]